S1C(=NC2=C1C=CC=C2)C(CC=2C=C(C(=N)N)C=CC2)NS(=O)(=O)C2CC2 3-[2-(1,3-benzothiazol-2-yl)-2-(cyclopropylsulfonylamino)ethyl]benzamidine